decylsulfonate, tetrabutylammonium salt C(CCC)[N+](CCCC)(CCCC)CCCC.C(CCCCCCCCC)S(=O)(=O)[O-]